fluoro-1,3-benzoxazole FC=1OC2=C(N1)C=CC=C2